FC1=C(CN2C(C=3N(CCC2)N=C(C3)C)=O)C=CC(=C1)O[C@@H](CCNC)C1=CC=CC=C1 (S)-5-(2-fluoro-4-(3-(methylamino)-1-phenylpropoxy)benzyl)-2-methyl-5,6,7,8-tetrahydro-4H-pyrazolo[1,5-a][1,4]diazepin-4-one